[N+](=O)([O-])C=1C(=C(C(=C(C1)C1=CC=C(C=C1)C)[N+](=O)[O-])[N+](=O)[O-])C trinitrodimethylbiphenyl